C1(CC1)[C@H]1C[C@H](N(CC1)CC1=C2C=CN(C2=C(C=C1C#CC1CC1)C)C(=O)OC(C)(C)C)C1=CC=C(C=C1)C(=O)OC Tert-butyl 4-(((2S,4R)-4-cyclopropyl-2-(4-(methoxycarbonyl)phenyl) piperidin-1-yl)methyl)-5-(cyclopropylethynyl)-7-methyl-1H-indole-1-carboxylate